C(C1=CC=CC=C1)(=O)OC(C1=CC=CC=C1)=O Benzoylether